6-chloro-8-fluoro-2-methylquinazoline-4-thiol ClC=1C=C2C(=NC(=NC2=C(C1)F)C)S